(R)-1-(2-(2-(hydroxymethyl)pyrrolidin-1-yl)benzo[d]oxazol-6-yl)-4-oxo-6-(4-(pyrrolidin-1-yl)phenyl)-1,4-dihydropyridine-3-carboxylic acid OC[C@@H]1N(CCC1)C=1OC2=C(N1)C=CC(=C2)N2C=C(C(C=C2C2=CC=C(C=C2)N2CCCC2)=O)C(=O)O